C1(CC1)C(=O)C=1N=C2N(N1)[C@@H](C[C@@H]2F)C2=NC=CC=C2F cyclopropyl((5S,7S)-7-fluoro-5-(3-fluoropyridin-2-yl)-6,7-dihydro-5H-pyrrolo[1,2-b][1,2,4]triazol-2-yl)methanone